C1(CCC1)C=1N(C(C2=C(NC3=CC=CN=C3C2=O)N1)=O)C1=CC=C(C=C1)OC 2-cyclobutyl-3-(4-methoxyphenyl)pyrimido[4,5-b][1,5]naphthyridine-4,5(3H,10H)-dione